NC(CNC[C@H](C)NC(C1=C(C=C(C=C1)NC=1C=2N(C=CN1)C(=CN2)C2=C(C(=C(C=C2)OCC#C)F)F)CC)=O)=O N-[(1S)-2-[(2-amino-2-oxo-ethyl)amino]-1-methyl-ethyl]-4-[[3-(2,3-difluoro-4-prop-2-ynoxy-phenyl)imidazo[1,2-a]pyrazin-8-yl]amino]-2-ethyl-benzamide